(2,5-diazabicyclo[2.2.1]heptane-2,5-diyl)bis((6-(1H-benzo[d]imidazol-2-yl)pyridin-2-yl)methanone) C12N(CC(N(C1)C(=O)C1=NC(=CC=C1)C1=NC3=C(N1)C=CC=C3)C2)C(=O)C2=NC(=CC=C2)C2=NC3=C(N2)C=CC=C3